OC1=C(C(=O)OC(C)CCCC)C=CC=C1 2-hydroxy-benzoic acid, 2-hexyl ester